1-[(2R)-2-methyl-4-[4-({3-methyl-4-[(1-methyl-1,3-benzodiazol-5-yl)oxy]phenyl}amino)pyrido[3,4-d]pyrimidin-6-yl]piperazin-1-yl]prop-2-en-1-one C[C@H]1N(CCN(C1)C1=CC2=C(N=CN=C2NC2=CC(=C(C=C2)OC2=CC3=C(N(C=N3)C)C=C2)C)C=N1)C(C=C)=O